(R)-N-(1-(5-amino-2-fluoro-3-(trifluoromethyl)phenyl)ethyl)-2-methylpropane-2-sulfinamide NC=1C=C(C(=C(C1)C(C)N[S@](=O)C(C)(C)C)F)C(F)(F)F